NC1=C(C2=C(N=C(N=C2)C)N1C1=C(C(=C(C=C1C)F)OC)C)C(=O)N 6-amino-7-(4-fluoro-3-methoxy-2,6-dimethyl-phenyl)-2-methyl-pyrrolo[2,3-d]pyrimidine-5-carboxamide